C(C)OC(=O)C1(CCN(CC1)C(=O)OC(C)(C)C)F 4-fluoro-piperidine-1,4-dicarboxylic acid 1-tert-butyl ester 4-ethyl ester